CS(=O)(=O)C1=CC=CC=N1 6-(methylsulfonyl)pyridin